[3-(N-ISOPROPYLAMINOCARBONYL)PHENYL]BORONIC ACID C(C)(C)NC(=O)C=1C=C(C=CC1)B(O)O